5-benzyl-N-(4-(2-methoxy-5-methylphenyl)pyridine-2-yl)-4H-1,2,4-triazole-3-formamide C(C1=CC=CC=C1)C=1NC(=NN1)C(=O)NC1=NC=CC(=C1)C1=C(C=CC(=C1)C)OC